CN(C1CCC(CC1)NC1=NC=C2C(=N1)N(C(N(C2(C)C)C2=CC(=C(C=C2)NS(=O)(=O)CC2=CC=C(C=C2)F)F)=O)CC)C N-(4-(7-(((1r,4r)-4-(dimethylamino)cyclohexyl)amino)-1-ethyl-4,4-dimethyl-2-oxo-1,4-dihydropyrimido[4,5-d]pyrimidin-3(2H)-yl)-2-fluorophenyl)-1-(4-fluorophenyl)methanesulfonamide